ClC=1C(=CC=2C(=C3C(=NC2C1)CCOCC3)NC3CCN(CC3)CC)OC N-{8-chloro-9-methoxy-1H,2H,4H,5H-oxepino[4,5-b]quinolin-11-yl}-1-ethylpiperidin-4-amine